tert-butyl-6-hydroxy-1-methyl-3,4-dihydroisoquinoline C(C)(C)(C)C1N=C(C2=CC=C(C=C2C1)O)C